3-(2-chlorophenyl)-8-((6-chloropyridin-3-yl)methyl)pyrido[2,3-d]pyrimidine-2,4(3H,8H)-dione ClC1=C(C=CC=C1)N1C(N=C2C(C1=O)=CC=CN2CC=2C=NC(=CC2)Cl)=O